3-(NEOPENTYLOXY)PHENYLBORONIC ACID C(C(C)(C)C)OC=1C=C(C=CC1)B(O)O